N-(3-(3-methyl-4-cyanophenoxy)-2,2,4,4-tetramethylcyclobutyl)acetamide CC=1C=C(OC2C(C(C2(C)C)NC(C)=O)(C)C)C=CC1C#N